silver ethyne C#C.[Ag]